FC=1C=C(C#N)C=C(C1)OC1=C2C3C(CC4(C(C(C(C=C1)=C42)(F)F)(F)F)O)C3 3-fluoro-5-((4,4,5,5-tetrafluoro-5a-hydroxy-5,5a,6,6a,7,7a-hexahydro-4H-cyclopropa[e]acenaphthylen-1-yl)oxy)benzonitrile